ClC=1C=C(C=CC1)SCC (3-chlorophenyl)(ethyl)sulfane